(R)-4-((3,4-dioxo-2-((2,6,6-trimethyl-4,5,6,7-tetrahydrobenzo[d]thiazol-7-yl)amino)cyclobut-1-en-1-yl)amino)-3-hydroxy-N-methyl-N-propylpicolinamide O=C1C(=C(C1=O)NC1=C(C(=NC=C1)C(=O)N(CCC)C)O)N[C@@H]1C(CCC=2N=C(SC21)C)(C)C